[N-](S(=O)(=O)C(F)(F)F)S(=O)(=O)C(F)(F)F.C[N+]1(CCCC1)CCOC 1-Methyl-1-(2-methoxyethyl)pyrrolidinium bis(trifluoromethanesulfonyl)imide